BrC1=CC=2N=CN=C(C2N=C1N1C[C@H](N(CC1)C(=O)OC(C)(C)C)CO)NC1=CC(=C(C=C1)OC1=CC2=C(N(C=N2)C)C=C1)C tert-butyl (2S)-4-[7-bromo-4-({3-methyl-4-[(1-methyl-1,3-benzodiazol-5-yl)oxy]phenyl}amino)pyrido[3,2-d]pyrimidin-6-yl]-2-(hydroxymethyl)piperazine-1-carboxylate